CN1OC[C@@]2([C@H](O1)C1=CC=C(C=C1C2)C)C |r| (2RS,4aRS,9bRS)-2,4a,7-trimethyl-4,4a,5,9b-tetrahydroindeno[1,2-d][1,3]dioxazine